5-(4-(4-(2-(2-aminopyridin-3-yl)-5-phenyl-3H-imidazo[4,5-b]pyridin-3-yl)benzyl)piperazin-1-yl)pyrimidine-2-carbonitrile NC1=NC=CC=C1C1=NC=2C(=NC(=CC2)C2=CC=CC=C2)N1C1=CC=C(CN2CCN(CC2)C=2C=NC(=NC2)C#N)C=C1